tert-butyl ((R)-1-(7-chloro-8-fluoro-2-(((2R,7aS)-2-fluorohexahydro-1H-pyrrolizin-7a-yl)methoxy)pyrido[4,3-d]pyrimidin-4-yl)piperidin-3-yl)carbamate ClC1=C(C=2N=C(N=C(C2C=N1)N1C[C@@H](CCC1)NC(OC(C)(C)C)=O)OC[C@]12CCCN2C[C@@H](C1)F)F